CC1(CCN(CC1)C(=O)C1CC2(C1)NC(OC2)=O)C2=CC=C(C=C2)C (2s,4s)-2-(4-methyl-4-(p-tolyl)piperidine-1-carbonyl)-7-oxa-5-azaspiro[3.4]octan-6-one